COC=1C=C(C=CC1OC)C1OC12CSC1=CC(=CC=C1C2=O)OC 3-(3,4-dimethoxyphenyl)-7'-methoxy-spiro[oxirane-2,3'-thiochromane]-4'-one